COC=1C=C2C=CC(=CC2=CC1)[C@H](C(=O)OCCCCCCCC\C=C\N1C(C=CC=C1)=O)C (E)-10-(2-oxopyridin-1(2H)-yl)dec-9-en-1-yl (R)-2-(6-methoxynaphthalen-2-yl)propanoate